CCCCCC(=O)C Methyl n-pentyl ketone